[N-]=[N+]=[N-].C(COCCOCCOCCOCCOCCOCCOCCOCCOCCOCCOCCO)O Dodecaethylene Glycol Azide